C(C)OC(\N=C(/SCC=O)\NC1=CC(=CC=C1)Cl)=O.C(C)N1CCC(=CC1)C=1C(=C(N)C(=CC1)[N+](=O)[O-])OCC1(CC1)C 3-(1-ethyl-1,2,3,6-tetrahydropyridin-4-yl)-2-((1-methylcyclopropyl)methoxy)-6-nitroaniline (Z)-Ethyl-(((3-chlorophenyl)amino)((2-oxoethyl)thio)methylene)carbamate